(3R)-3-amino-7-(5-tert-butyl-1,3,4-oxadiazol-2-yl)-5-[(4-chlorophenyl)methyl]-8-fluoro-1-oxo-2,3-dihydro-1λ6,5-benzothiazepin-4-one N[C@H]1C[SH2](C2=C(N(C1=O)CC1=CC=C(C=C1)Cl)C=C(C(=C2)F)C=2OC(=NN2)C(C)(C)C)=O